C1(CC1)C1=C(C(=NO1)C1=C(C=CC=C1Cl)Cl)CO[C@H]1[C@@H]2CN([C@H](C1)C2)C2=C(C=C(C(=O)NO)C=C2)C 4-[(1s,4s,5r)-5-{[5-cyclopropyl-3-(2,6-dichlorophenyl)-1,2-oxazol-4-yl]methoxy}-2-azabicyclo[2.2.1]heptan-2-yl]-N-hydroxy-3-methylbenzamide